Cl.FC=1C=C(C=CC1)[C@@H](O)C12CCC(CC1)(N2)CCC2=CC=C(C=C2)OC(F)(F)F (R)-(3-Fluorophenyl)(4-(4-(trifluoromethoxy)phenethyl)-7-azabicyclo-[2.2.1]heptan-1-yl)methanol hydrochloride